(4-(4-(3H-imidazo[4,5-b]pyridin-7-yl)-1H-pyrazol-1-yl)-2-fluorophenyl)acetonitrile N1=CNC2=NC=CC(=C21)C=2C=NN(C2)C2=CC(=C(C=C2)CC#N)F